C(C)(C)(C)C1=NN(C(=C1)NC(=O)N[C@@H]1CN(C[C@H]1C1=CC=CC=C1)CCOC)C=1C=NC=CC1 1-(3-tert-butyl-1-(pyridin-3-yl)-1H-pyrazol-5-yl)-3-(trans-1-(2-methoxyethyl)-4-phenylpyrrolidin-3-yl)urea